2-bromo-6-chloro-1,8-naphthyridine BrC1=NC2=NC=C(C=C2C=C1)Cl